O=C1N(C(C(=C1C1=CC=CC=C1)C1=CC=CC=C1)=O)CCCCCCN1C(C(=C(C1=O)C1=CC=CC=C1)C1=CC=CC=C1)=O 1-[6-(2,5-dioxo-3,4-diphenyl-2,5-dihydro-1H-pyrrol-1-yl)hexyl]-3,4-diphenylpyrrole-2,5-dione